2-methylpropan-2-yl 3-(5-{[2-(2-chloroacetyl)diazanyl]carbonyl}pyrimidin-2-yl)tetrahydropyrrole-1-carboxylate ClCC(=O)NNC(=O)C=1C=NC(=NC1)C1CN(CC1)C(=O)OC(C)(C)C